C1(CC1)CNC1CCN(CC1)C1=C(N=C(S1)C1=NNC(=C1C(C)C)C=1C=C(C=2N(C1)N=CN2)OC)C N-(cyclopropylmethyl)-1-(2-(4-isopropyl-5-(8-methoxy-[1,2,4]triazolo[1,5-a]pyridin-6-yl)-1H-pyrazol-3-yl)-4-methylthiazol-5-yl)piperidin-4-amine